FC(C=1C=C(C=C(C1)F)N1N=C(C=C1C(C)C)N1CCN(CC1)C(=O)OC(C)(C)C)F tert-butyl 4-[1-[3-(difluoromethyl)-5-fluoro-phenyl]-5-isopropyl-pyrazol-3-yl]piperazine-1-carboxylate